N1=CC(=CC=C1)OC1=C2CC(CN(C2=CC=C1)C1=CC=C(C=C1)C(F)(F)F)CNS(=O)(=O)C N-((5-(pyridin-3-yloxy)-1-(4-(trifluoromethyl)phenyl)-1,2,3,4-tetrahydroquinolin-3-yl)methyl)methanesulfonamide